BrC1=C(C=CC=C1)N1CC2=C(C3=C(C1)C=CC=1CCCCC13)C=1CCCCC1C=C2 (s)-4-(2-bromophenyl)-4,5,8,9,10,11,12,13,14,15-decahydro-3H-dinaphtho[2,1-c:1',2'-e]azepine